7-[4-({(1R)-1-[3-(difluoromethyl)-2-fluorophenyl]ethyl}amino)-2-methylpyrido[3,4-d]pyrimidin-6-yl]hexahydro-3H-[1,3]oxazolo[3,4-a]pyrazin-3-one FC(C=1C(=C(C=CC1)[C@@H](C)NC=1C2=C(N=C(N1)C)C=NC(=C2)N2CC1N(CC2)C(OC1)=O)F)F